C1(C=CC(N1CCCON1C(CCC1=O)=O)=O)=O N-(3-maleimidopropyloxy)succinimide